7-(2-Methyloxetan-3-yl)-2-(methylthio)-7H-pyrrolo[2,3-d]pyrimidine-6-carboxamide CC1OCC1N1C(=CC2=C1N=C(N=C2)SC)C(=O)N